CC1(OB(OC1(C)C)C1=CC(=CC=C1)OC(F)(F)F)C 4,4,5,5-tetra-methyl-2-(3-(trifluoromethoxy)phenyl)-1,3,2-dioxaborolane